N1CC12C1(CCNCC1)COC2 11-oxa-1,7-diazadispiro[2.0.54.33]dodecan